CC=1C(=CC=2NC3=CC=C(C=C3C2C1C)Br)C1=C(C=CC(=C1)Br)N 3,4-dimethyl-6-bromo-2-(2'-amino-5'-bromophenyl)-9H-carbazole